F[C@@H]1[C@H](CN(CC1)C(C(=O)N)C)C1=CNC(C=C1)=O (3S,4S)-(4-fluoro-3-(6-oxo-1,6-dihydropyridin-3-yl)piperidin-1-yl)propionamide